CC1=C(N=C(C(=N1)C)/C=[N+](/C(C)(C)C)\\[O-])C The molecule is a nitrone that is the N-oxido derivative of N-tert-butyl(3,5,6-trimethylpyrazin-2-yl)methanimine. It has a role as a platelet aggregation inhibitor and a neuroprotective agent. It is a nitrone and a member of pyrazines.